C(=O)SC1=CC=C(C=C1)F S-(4-fluorophenyl) thiocarboxylate